tert-butyl 4-[6-fluoro-7-({8-fluoro-2-methylimidazo[1,2-a]pyridin-6-yl} carbamoyl)-2-methylindazol-4-yl]piperazine-1-carboxylate FC=1C=C(C2=CN(N=C2C1C(NC=1C=C(C=2N(C1)C=C(N2)C)F)=O)C)N2CCN(CC2)C(=O)OC(C)(C)C